The molecule is a UDP-amino sugar having 2-acetamido-3-amino-2,3-dideoxy-alpha-D-glucuronic acid as the amino sugar component. It derives from a D-glucuronic acid. It is a conjugate acid of an UDP-2-acetamido-3-ammonio-2,3-dideoxy-alpha-D-glucuronate(2-). CC(=O)N[C@@H]1[C@H]([C@@H]([C@H](O[C@@H]1OP(=O)(O)OP(=O)(O)OC[C@@H]2[C@H]([C@H]([C@@H](O2)N3C=CC(=O)NC3=O)O)O)C(=O)O)O)N